2-bromo-N1,N1-bis(4-(tert-butyl)phenyl)-N3,N3-di(naphthalen-2-yl)-5-(pyridin-3-yl)benzene-1,3-diamine BrC1=C(C=C(C=C1N(C1=CC2=CC=CC=C2C=C1)C1=CC2=CC=CC=C2C=C1)C=1C=NC=CC1)N(C1=CC=C(C=C1)C(C)(C)C)C1=CC=C(C=C1)C(C)(C)C